N-((3-((3-bromo-5-(((ethyl(methyl)amino)methylene)amino)-6-methylpyridin-2-yl)oxy)phenyl)(methyl)(oxo)-λ6-sulfaneylidene)-3-methylbutanamide BrC=1C(=NC(=C(C1)N=CN(C)CC)C)OC=1C=C(C=CC1)S(=NC(CC(C)C)=O)(=O)C